C(=O)C1=CC=C(C=C1)C1=NC=CC=C1 2-(4-formylphenyl)pyridine